C(C)(C)(C)OC(=O)N1[C@H](CN(C[C@H]1C)CCNC(C1=CC(=CC(=C1)C(F)(F)F)N)=O)C (2S,6R)-4-[2-[[3-amino-5-(trifluoromethyl)benzoyl]amino]ethyl]-2,6-dimethylpiperazine-1-carboxylic acid tert-butyl ester